NC=1N=NC(=CC1N1CC(N(CC1)C(CC1=NC=CC=C1)=O)C)C1=C(C=CC=C1)O 1-(4-(3-amino-6-(2-hydroxyphenyl)pyridazin-4-yl)-2-methylpiperazin-1-yl)-2-(pyridin-2-yl)ethan-1-one